(1S,5R)-3-benzyl-1-ethynyl-5-(trifluoromethyl)-3-azabicyclo[3.1.0]hexane C(C1=CC=CC=C1)N1C[C@@]2(C[C@@]2(C1)C(F)(F)F)C#C